CN1CC=2N(CC1)N=CC2C=2CN=C1C2N=C(N=C1C1=CC=NC=C1)N1CCOCC1 4-(7-(5-methyl-4,5,6,7-tetrahydropyrazolo[1,5-a]pyrazin-3-yl)-4-(pyridin-4-yl)-6H-pyrrolo[3,2-d]pyrimidin-2-yl)morpholine